decahydro-1,6-naphthyridine N1CCCC2CNCCC12